(16R)-18-(3,3-dimethylbutyl)-12-(2,6-dimethylphenyl)-15-oxa-8λ6-thia-1,9,11,18,22-pentaazatetracyclo[14.4.1.13,7.110,14]tricosa-3,5,7(23),10,12,14(22)-hexaene-2,8,8-trione CC(CCN1C[C@H]2OC=3C=C(N=C(NS(C=4C=CC=C(C(N(CC1)C2)=O)C4)(=O)=O)N3)C3=C(C=CC=C3C)C)(C)C